FC(C=1C(=C(C=CC1)[C@@H](C)NC=1C2=C(N=C(N1)C)C=NC(=C2)N2C(C(N(CCC2)C)=O)=O)F)F 1-[4-({(1R)-1-[3-(difluoromethyl)-2-fluorophenyl]ethyl}amino)-2-methylpyrido[3,4-d]pyrimidin-6-yl]-4-methyl-1,4-diazepane-2,3-dione